4-(anthracene-9-yl)-2-fluoro-1-methyl-pyridinium iodide [I-].C1=CC=CC2=CC3=CC=CC=C3C(=C12)C1=CC(=[N+](C=C1)C)F